CC=1C=C(C(=O)OC2=C(C(=CC(=C2)Cl)C=NC(CC2=CC=C(C=C2)O)C(CO)=O)OC(C(C)C)=O)C=CC1 5-chloro-3-((4-hydroxy-1-(4-hydroxyphenyl)-3-oxobutan-2-ylimino)-methyl)-2-(isobutyryl-oxy)phenyl 3-methyl-benzoate